ClC=1C=C2C3=C(NC2=CC1)C(N(CC3)C3=NC=CC(=N3)C(F)(F)F)CC(OC)OC 6-chloro-1-(2,2-dimethoxyethyl)-2-[4-(trifluoromethyl)pyrimidin-2-yl]-2,3,4,9-tetrahydro-1H-pyrido[3,4-b]indole